BrC1=C2C=CNC2=CC(=C1)C1(CC(C1)C)C1=NN=CN1C 4-bromo-6-[3-methyl-1-(4-methyl-4H-1,2,4-triazol-3-yl)cyclobutyl]-1H-indole